BrC1=CC(=C(C=C1F)CC(=O)NC1=C(C=C(C(=O)OC)C=C1)NCC(C)(C)OC)F Methyl 4-[[2-(4-bromo-2,5-difluorophenyl)acetyl]amino]-3-[(2-methoxy-2-methylpropyl)amino]benzoate